[Si](C)(C)(C(C)(C)C)OCCCCCN1N=CC=C1CCl 1-(5-((tert-butyldimethylsilyl)oxy)pentyl)-5-(chloromethyl)-1H-pyrazole